The molecule is a hydrochloride prepared from equimolar amounts of (R)-tetrindole and hydrochloric acid. It contains a (R)-tetrindole(1+). It is an enantiomer of a (S)-tetrindole hydrochloride. C1CCC(CC1)C2=CC3=C(C=C2)N4CCN[C@H]5C4=C3CCC5.Cl